ClC=1C(=C(CN2CCC(CC2)CC2=NC(=NC(=C2F)C(C)C)NC2=NNC(=C2)C)C=CC1)F 1-(3-chloro-2-fluorobenzyl)-4-((5-fluoro-6-isopropyl-2-((5-methyl-1H-pyrazol-3-yl)amino)pyrimidin-4-yl)methyl)piperidine